2'-deoxy-5-methylcytidine 5'-triphosphate P(O)(=O)(OP(=O)(O)OP(=O)(O)O)OC[C@@H]1[C@H](C[C@@H](O1)N1C(=O)N=C(N)C(=C1)C)O